7-(4-bromo-3-chloro-benzoyl)-N-[(2-oxazol-2-ylphenyl)methyl]-3-oxo-2-[4-(2,2,2-trifluoroethoxy)phenyl]-6,8-dihydro-5H-imidazo[1,5-a]pyrazine-1-carboxamide BrC1=C(C=C(C(=O)N2CC=3N(CC2)C(N(C3C(=O)NCC3=C(C=CC=C3)C=3OC=CN3)C3=CC=C(C=C3)OCC(F)(F)F)=O)C=C1)Cl